CC=1C=C(C(=O)N[C@@H](CC2=CC=CC=C2)C(=O)OC)C=CC1C Methyl (3,4-dimethylbenzoyl)-L-phenylalaninate